ClCC(CC)Cl (D)-1,2-dichlorobutane